BrC1=C(C=CC=C1Cl)N1C=NN(C1=O)CSC1=CC(=C(OCC(=O)OCC)C=C1)C Ethyl 2-(4-(((4-(2-bromo-3-chlorophenyl)-5-oxo-4,5-dihydro-1H-1,2,4-triazol-1-yl)methyl)thio)-2-methylphenoxy)acetate